F[C@H]1C[C@H](N(C1)C(CN1CCC(CC1)N(C=1C=NC2=CC=C(C=C2C1)C)C)=O)C#N (2S,4S)-4-fluoro-1-[2-[4-[methyl-(6-methyl-3-quinolinyl)amino]-1-piperidinyl]acetyl]pyrrolidine-2-carbonitrile